C(C)(C)(C)N(C(O)=O)C[C@]1(NC(NC1=O)=O)C1=C(N=CS1)C.Cl |r| hydrogen chloride rac-tert-butyl-{[4-(4-methyl-1,3-thiazol-5-yl)-2,5-dioxoimidazolidin-4-yl]methyl}carbamate